NC1=NC=C(C2=C1C(=CN2C)C2=CC(=C(C=C2)OC2=NC(=CC=C2)C)F)C#N 4-amino-3-(3-fluoro-4-((6-methylpyridin-2-yl)oxy)phenyl)-1-methyl-1H-pyrrolo[3,2-c]pyridine-7-carbonitrile